C(C)OC(=O)C=1C=NN2C1N=C(C=C2)N2[C@H](CCC2)C2=CC(=CC=C2)F (R)-5-(2-(3-fluorophenyl)pyrrolidin-1-yl)pyrazolo[1,5-a]pyrimidine-3-carboxylic acid ethyl ester